ClC1=C(N2CCCC2=C1C(=O)NC1=CC(=C(C=C1)F)C)C(C(=O)N[C@@H](C(C)C)C1=NC(=NO1)C)=O (S)-6-chloro-N-(4-fluoro-3-methylphenyl)-5-(2-((2-methyl-1-(3-methyl-1,2,4-oxadiazol-5-yl)propyl)amino)-2-oxoacetyl)-2,3-dihydro-1H-pyrrolizine-7-carboxamide